C(C(C)C)(=O)OC1=C(C=NC2=CC(=CC(=C2)Cl)Cl)C=C(C=C1OC(C(C)C)=O)Br N-(2,3-bis(isobutyryl-oxy)-5-bromobenzylidene)-3,5-dichloro-benzenamine